tert-butyl 4-(2-methoxy-1-methyl-2-oxo-ethyl)piperidine-1-carboxylate COC(C(C)C1CCN(CC1)C(=O)OC(C)(C)C)=O